3-(3-((4-fluorobenzyl)oxy)-4-((2,2,2-trifluoroethyl)sulfonamido)phenyl)-5-((5-methylpyrazin-2-yl)amino)-1H-pyrazole-4-carboxamide FC1=CC=C(COC=2C=C(C=CC2NS(=O)(=O)CC(F)(F)F)C2=NNC(=C2C(=O)N)NC2=NC=C(N=C2)C)C=C1